CC1=NC(=CC(=N1)NC1=NN2C(C=C(C=C2)C2=CC(=NC=C2OC[C@@H]2CC3(CCCC3)CO2)C)=C1)C (S)-N-(2,6-dimethylpyrimidin-4-yl)-5-[2-methyl-5-(8-oxaspiro[4.4]nonan-7-ylmethoxy)-4-pyridyl]pyrazolo[1,5-a]pyridin-2-amine